2-[2-[2-[6-(Allyloxycarbonylamino)hexanoylamino]ethoxy]ethyl-dimethyl-ammonio]ethyl-hydrogenphosphat C(C=C)OC(=O)NCCCCCC(=O)NCCOCC[N+](CCOP(=O)(O)[O-])(C)C